5-chloro-N-(2,4-difluoro-3-((2-(isopropylamino)pyrimidin-5-yl)ethynyl)phenyl)-2-methoxypyridine-3-sulfonamide ClC=1C=C(C(=NC1)OC)S(=O)(=O)NC1=C(C(=C(C=C1)F)C#CC=1C=NC(=NC1)NC(C)C)F